FC1(CCN(CC1)C1=NC2=C(C=CC=C2C=C1)C)C(=O)OCC Ethyl 4-fluoro-1-(8-methylquinolin-2-yl)piperidine-4-carboxylate